1,2,4-OXADIAZOLE-3-CARBOXALDEHYDE O1N=C(N=C1)C=O